C(C)(C)(C)OC(NC1CC(C12CCC2)NC=2C1=C(N=C(N2)OCC23CCCN3CCC2)C(=C(N=C1)C1=CC=CC2=CC=CC(=C12)F)F)=O tert-butyl(3-((8-fluoro-7-(8-fluoronaphthalen-1-yl)-2-((hexahydro-1H-pyrrolizin-7a-yl)methoxy)pyrido[4,3-d]pyrimidin-4-yl)amino)spiro[3.3]heptan-1-yl)carbamate